O1C(CCCC1)O[C@@H](CC(=O)OC)C methyl (3R)-3-tetrahydropyran-2-yloxybutanoate